ClC1=CC(=C(C=C1)N1C(N2[C@@H](CN(CC2)C=2C(=NC(=CC2)C=2C(=NC=CC2)OCC)C(=O)NCCCC2=NC=CC=C2)C1)=O)C(F)(F)F 3-[(8aS)-2-[4-chloro-2-(trifluoromethyl)phenyl]-3-oxo-5,6,8,8a-tetrahydro-1H-imidazo[1,5-a]pyrazin-7-yl]-6-(2-ethoxypyridin-3-yl)-N-(3-pyridin-2-ylpropyl)pyridine-2-carboxamide